4-[(3R)-3-(ethylamino)pyrrolidin-1-yl]-N-{8-fluoro-2-methylimidazo[1,2-a]pyridin-6-yl}-2-methylindazole-7-carboxamide C(C)N[C@H]1CN(CC1)C=1C2=CN(N=C2C(=CC1)C(=O)NC=1C=C(C=2N(C1)C=C(N2)C)F)C